N(N)CCO 2-hydrazinoethanol